ClC=1N=CC2=C(N1)N(C(=C2)C=O)CC=2C(=NC=CN2)N(S(=O)(=O)C)C N-(3-((2-chloro-6-formyl-7H-pyrrolo[2,3-d]pyrimidin-7-yl)methyl)pyrazin-2-yl)-N-methylmethanesulfonamide